BrC1=CC2=C(N=C(NC2=O)C)N=C1OCC(F)(F)F 6-bromo-2-methyl-7-(2,2,2-trifluoroethoxy)pyrido[2,3-d]pyrimidin-4(3H)-one